ethyl-2-({[(benzyloxy)carbonyl]amino}methyl)-4,4,4-trifluorobutanoate C(C)OC(C(CC(F)(F)F)CNC(=O)OCC1=CC=CC=C1)=O